2,6-dimethylpiperidine-4-carboxylate CC1NC(CC(C1)C(=O)[O-])C